5-(3-(((1r,4r)-4-(5-chloro-2-(trifluoromethyl)nicotinamido)cyclohexyl)methyl)-2-oxo-2,3-dihydro-1H-benzo[d]imidazol-1-yl)-N-(2,2-difluoroethyl)picolinamide ClC=1C=NC(=C(C(=O)NC2CCC(CC2)CN2C(N(C3=C2C=CC=C3)C=3C=CC(=NC3)C(=O)NCC(F)F)=O)C1)C(F)(F)F